ClC1=C(C=CC=C1)C1=NC2=C(N1)CC(CC2)N2CC=1N=CN=C(C1C2)C 6-(2-(2-chlorophenyl)-4,5,6,7-tetrahydro-1H-benzo[d]imidazol-6-yl)-4-methyl-6,7-dihydro-5H-pyrrolo[3,4-d]pyrimidine